4-CYCLOPROPYL-3-PHENYLISOTHIAZOLE-5-CARBOXYLIC ACID C1(CC1)C=1C(=NSC1C(=O)O)C1=CC=CC=C1